methyl 3-(3-bromopropoxy)-4-chlorobenzoate BrCCCOC=1C=C(C(=O)OC)C=CC1Cl